(S)-methylenecarba-thymidine C=C1[C@H](O[C@@H]([C@H]1C)CO)N1C(=O)NC(=O)C(C)=C1